S1C(=NC2=C1C=CC=C2)[C@H]2N(C[C@@H](C2)O)C([C@H](C(C)C)N2N=NC(=C2)C=2OC=CC2)=O (S)-1-((2S,4R)-2-(benzo[d]thiazol-2-yl)-4-hydroxypyrrolidin-1-yl)-2-(4-(furan-2-yl)-1H-1,2,3-triazol-1-yl)-3-methylbutan-1-one